C(#N)[C@H](C[C@@H]1C(NCCC1)=O)NC(=O)[C@H]1N([C@@H]2CC([C@H]1CC2)(F)F)C(=O)C=2NC1=C(C=CC(=C1C2)F)F (1S,3S,4S)-N-[(1S)-1-cyano-2-[(3R)-2-oxo-3-piperidyl]ethyl]-2-(4,7-difluoro-1H-indole-2-carbonyl)-5,5-difluoro-2-azabicyclo[2.2.2]octane-3-carboxamide